CC(C)(C)[O-].[Na+] sodium tertbutylate